methyl 2-bromo-2-(tetrahydro-2H-pyran-4-yl)-acetate BrC(C(=O)OC)C1CCOCC1